S1C=NC=C1C1=CC=CC(=N1)C(=O)O 6-(thiazol-5-yl)picolinic acid